OC=1C=CC(=NC1)N1CCN(CC1)C1C(N(OC1)CC1=CC=C(C=C1)C)=O 4-(4-(5-hydroxypyridin-2-yl)piperazin-1-yl)-2-(4-methylbenzyl)isoxazolidin-3-one